O=C(C(=O)N)N1[C@H](CC[C@@H](C1)C)C1=CC(=CC=C1)OC[C@H](C)N(C)C 2-oxo-2-[(2R,5S)-5-methyl-2-[3-[(2S)-2-(dimethylamino)propoxy]phenyl]-1-piperidyl]acetamide